N-(4-(4-nitrophenyl)-1,3-thiazol-2-yl)guanidine [N+](=O)([O-])C1=CC=C(C=C1)C=1N=C(SC1)NC(=N)N